OCC(CC)NC(C1=CC=C(C=C1)CNNCCOC(F)(F)F)=O N-(1-hydroxybutan-2-yl)-4-((2-(2-(trifluoromethoxy)ethyl)hydrazineyl)methyl)benzamide